N-(((3S,4R)-3-Fluoro-1-(6-(1-methyl-1H-pyrazol-4-yl)pyrazolo[1,5-a]pyrazin-4-yl)piperidin-4-yl)methyl)-5-(1-methylcyclopropyl)-1,2,4-oxadiazole-3-carboxamide F[C@@H]1CN(CC[C@@H]1CNC(=O)C1=NOC(=N1)C1(CC1)C)C=1C=2N(C=C(N1)C=1C=NN(C1)C)N=CC2